BrC1=CC=C(C=C1)[C@]12[C@](C3=NC=C(C=C3O1)Cl)(C([C@@H]([C@H]2C2=CC=CC=C2)C(=O)N(C)C)(C)O)O |r| rac-(5aR,6S,7R,8aS)-5a-(4-bromophenyl)-3-chloro-8,8a-dihydroxy-N,N,8-trimethyl-6-phenyl-5a,7,8,8a-tetrahydro-6H-cyclopenta[4,5]furo[3,2-b]pyridine-7-carboxamide